BrC1=C(C(=CC(=C1)Cl)C)NC[C@@H]1CN(CCO1)C(=O)OC(C)(C)C tert-butyl (R)-2-(((2-bromo-4-chloro-6-methylphenyl)amino)methyl)morpholine-4-carboxylate